6-[cyclopentyl(hydroxy)methyl]-3-[6-cyclopropyl-4-[4-fluoro-2-(4-methyl-1,2,4-triazol-3-yl)phenyl]pyridin-2-yl]-5H-pyrrolo[3,2-d]pyrimidin-4-one C1(CCCC1)C(C1=CC=2N=CN(C(C2N1)=O)C1=NC(=CC(=C1)C1=C(C=C(C=C1)F)C1=NN=CN1C)C1CC1)O